C(C)(C)(C)OC(=O)N1CC2(CC(C2)OS(=O)(=O)C2=CC=C(C)C=C2)CC1 (2s,4r)-2-(tosyloxy)-6-azaspiro[3.4]octane-6-carboxylic acid tert-butyl ester